BrC1=CC(=NC=C1)C(C#N)(C)C (4-bromopyridin-2-yl)-2-methylpropanenitrile